1-ethyl-trimethylimidazole zinc tetrafluoroborate F[B-](F)(F)F.[Zn+2].C(C)N1C(=NC(=C1C)C)C.F[B-](F)(F)F